2-(3-(1,3-dioxolan-2-yl)phenyl)-2-methylpropan-1,3-diol O1C(OCC1)C=1C=C(C=CC1)C(CO)(CO)C